3-methoxy-2-methyl-propan-1-one COCC(C=O)C